C(C)N(CC)C[B-](F)(F)F.[K+] potassium diethylaminomethyl(trifluoro)boranuide